N1=C(C=CC=2N=C3COCC4(N3C21)CCOC2=CC=CC=C24)C=2C=NC(=NC2)C(C)(C)O 2-(5-(6',8'-dihydrospiro[chroman-4,9'-pyrido[3',2':4,5]imidazo[2,1-c][1,4]oxazin]-2'-yl)pyrimidin-2-yl)propan-2-ol